2-((2-hydroxybenzyl)amino)-2-(hydroxymethyl)propane-1,3-diol OC1=C(CNC(CO)(CO)CO)C=CC=C1